OCCN1CCNCC1 N'-(2-hydroxyethyl)-piperazine